FC1=C(C=C(C2=C1CCO2)CC2=CC(=C(C=C2)C(NCCCOC)=O)F)C(=O)N[C@H]2CCOC[C@@H]2O 1,5-anhydro-2,3-dideoxy-3-(((4-fluoro-7-(3-fluoro-4-((3-methoxypropyl)-carbamoyl)benzyl)-2,3-dihydro-1-benzofuran-5-yl)carbonyl)amino)-L-threo-pentitol